5-(4-((1-(2-(4-chlorophenyl)-2,2-difluoroacetyl)azetidin-3-yl)methyl)piperazin-1-yl)-2-(2,6-dioxopiperidin-3-yl)isoindoline-1,3-dione ClC1=CC=C(C=C1)C(C(=O)N1CC(C1)CN1CCN(CC1)C=1C=C2C(N(C(C2=CC1)=O)C1C(NC(CC1)=O)=O)=O)(F)F